2-amino-4-((methylsulfonyl)methyl)phenol NC1=C(C=CC(=C1)CS(=O)(=O)C)O